N1N=NN=C1C1CN(C1)C(=O)OC(C)(C)C tert-Butyl 3-(1H-tetrazol-5-yl)azetidine-1-carboxylate